CN1CCN(CC1)N(CCC[Si](OCC)(OCC)OCC)CCC[Si](OCC)(OCC)OCC N-(4-methylpiperazinyl)-N,N-bis(3-(triethoxysilyl)propyl)amine